N-(1-cyclohexyl-2-hydroxyethyl)-4-oxo-2-(pyridin-4-yl)-3,4-dihydrothieno[3,4-d]pyrimidine-7-carboxamide C1(CCCCC1)C(CO)NC(=O)C=1SC=C2C1N=C(NC2=O)C2=CC=NC=C2